C(C1=CC=CC=C1)N1N=CC2=CC(=CC=C12)C=1OC2=C(C=C(C=C2C(C1C)=O)C)[C@@H](C)NC1=C(C(=O)OC(C)(C)C)C=CC=C1 tert-Butyl 2-[[(1R)-1-[2-(1-benzylindazol-5-yl)-3,6-dimethyl-4-oxo-chromen-8-yl]ethyl]amino]benzoate